ClC=1C(=NC(=NC1)NC=1C=C(C=CC1)CC(=O)N)C1=CN(C2=CC=CC=C12)S(=O)(=O)C1=CC=CC=C1 2-(3-((5-chloro-4-(1-(phenylsulfonyl)-1H-indol-3-yl)pyrimidin-2-yl)amino)phenyl)acetamide